(3R,4R)-TERT-BUTYL 3-ALLYL-4-((METHYLSULFONYL)OXY)PYRROLIDINE-1-CARBOXYLATE C(C=C)[C@@H]1CN(C[C@@H]1OS(=O)(=O)C)C(=O)OC(C)(C)C